FS(=O)(=O)[Cu] Fluorosulfonyl-copper